2-chloro-5-methyl-5,7-dihydrospiro[imidazo[1,2-e]purine-8,4'-oxacycloheptane] ClC=1N=CC=2N(C=3N(C2N1)C1(CCOCCC1)CN3)C